6-[(5'S,7a'R)-5'-(3,5-difluorophenyl)-3'-oxotetrahydro-1H,3'H-spiro[piperidine-4,2'-pyrrolo[2,1-b][1,3]oxazol]-1-yl]-4-methoxy-2-methylpyridine-3-carbonitrile FC=1C=C(C=C(C1)F)[C@@H]1CC[C@H]2OC3(C(N21)=O)CCN(CC3)C3=CC(=C(C(=N3)C)C#N)OC